(R)-N-((1S)-1'-(3-iodo-1-(tetrahydro-2H-pyran-2-yl)-1H-pyrazolo[3,4-b]pyrazin-6-yl)-1,3-dihydrospiro[inden-2,4'-piperidin]-1-yl)-2-methylpropan-2-sulfinamide IC1=NN(C2=NC(=CN=C21)N2CCC1(CC2)[C@@H](C2=CC=CC=C2C1)N[S@](=O)C(C)(C)C)C1OCCCC1